5-(4-((1,4-dioxan-2-yl)methoxy)-2-fluorophenyl)-2-oxo-6-(trifluoromethyl)-1,2-dihydropyridine-3-carboxamide O1C(COCC1)COC1=CC(=C(C=C1)C=1C=C(C(NC1C(F)(F)F)=O)C(=O)N)F